(+/-)-6-Bromo-1-methyl-4-(trans-3-methyl-4-(4-(tert-amyl)phenoxy)piperidin-1-yl)-2-oxo-1,2-dihydro-1,5-naphthyridine-3-carbonitrile BrC=1N=C2C(=C(C(N(C2=CC1)C)=O)C#N)N1C[C@H]([C@@H](CC1)OC1=CC=C(C=C1)C(C)(C)CC)C |r|